C1(CC1)C(=O)NC1=CC(=C(N=N1)C(=O)NC([2H])([2H])[2H])NC1=NC=CC(=C1OC)C1=NOC(=N1)CN1CCOCC1 6-Cyclopropanamido-4-[(3-methoxy-4-{5-[(morpholin-4-yl)methyl]-1,2,4-oxadiazol-3-yl}pyridin-2-yl)amino]-N-(2H3)methylpyridazin-3-carboxamid